O[C@H]1CC[C@H](CC1)OC1=NC(=NC2=CC(=CC=C12)C(F)(F)F)NC1=CC(=CC=C1)CSC ((cis-4-hydroxycyclohexyl)oxy)-N-(3-((methylthio)methyl)phenyl)-7-(trifluoromethyl)quinazoline-2-Amine